[2H]C([2H])([2H])C(=O)C([2H])([2H])[2H] The molecule is a deuterated compound that is acetone in which all six hydrogen atoms are replaced by deuterium. It has a role as a polar aprotic solvent. It is a deuterated compound and a member of propanones.